1-(4-hydroxy-5-(hydroxymethyl)tetrahydrofuran-2-yl)-5-methylpyrimidine OC1CC(OC1CO)N1CN=CC(=C1)C